4-(trifluoromethoxy)benzenesulfonyl-urea FC(OC1=CC=C(C=C1)S(=O)(=O)NC(=O)N)(F)F